SCC(=O)O.OCSSCO hydroxymethyldisulfide (2-mercaptoacetate)